tert-butyl (S)-4-((3S,4S)-4-((tert-butyldiphenylsilyl)oxy)-3-ethyltetrahydrofuran-3-yl)-3-methylpiperazine-1-carboxylate [Si](C1=CC=CC=C1)(C1=CC=CC=C1)(C(C)(C)C)O[C@H]1[C@@](COC1)(CC)N1[C@H](CN(CC1)C(=O)OC(C)(C)C)C